C(C)(=O)NC1=CC=C(C=C1)CC(=O)OCN1C=CC2=C1N=CN=C2N(C)[C@H]2CN(CC[C@H]2C)C(CC#N)=O (4-(((3R,4R)-1-(2-cyanoacetyl)-4-methylpiperidin-3-yl)(methyl)amino)-7H-pyrrolo[2,3-d]pyrimidin-7-yl)methyl 2-(4-acetamidophenyl)acetate